2-(2,6-dioxopiperidin-3-yl)-4-fluoro-6-(4-(piperidin-4-ylmethyl)piperazin-1-yl-2,2,3,3,5,5,6,6-d8)isoindoline-1,3-dione O=C1NC(CCC1N1C(C2=CC(=CC(=C2C1=O)F)N1C(C(N(C(C1([2H])[2H])([2H])[2H])CC1CCNCC1)([2H])[2H])([2H])[2H])=O)=O